5-chloro-N-((1R,4R)-4-(difluoromethoxy)cyclohexyl)-8-(trifluoromethyl)pyrido[4,3-d]pyrimidin-2-amine ClC1=NC=C(C=2N=C(N=CC21)NC2CCC(CC2)OC(F)F)C(F)(F)F